(6Z,9Z)-docosadiene-6,9-diene C=CC=CC\C=C/C\C=C/CCCCCCCCCCCC